NC=1C=C(C=CC1)NN1C(CCCC1=O)=O (3-aminophenylamino)piperidine-2,6-dione